4-(5-(3,5-dichlorophenyl)-5-(trifluoromethyl)-4,5-dihydroisoxazol-3-yl)-2-methylbenzamide ClC=1C=C(C=C(C1)Cl)C1(CC(=NO1)C1=CC(=C(C(=O)N)C=C1)C)C(F)(F)F